CC=1N=C2N(N=C(C(=C2)C)N2CC=3C=C(C=NC3CC2)C2=C(C=CC=C2)C(F)(F)F)C(C1)=O 2,8-dimethyl-7-(3-(2-(trifluoromethyl)phenyl)-7,8-dihydro-1,6-naphthyridin-6(5H)-yl)-4H-pyrimido[1,2-b]pyridazin-4-one